N-((2-(6-(2,3-dimethylpiperazin-1-yl)pyridin-2-yl)-1,6-naphthyridin-7-yl)methyl)-4-methyl-3-(methylsulfonyl)benzamide CC1N(CCNC1C)C1=CC=CC(=N1)C1=NC2=CC(=NC=C2C=C1)CNC(C1=CC(=C(C=C1)C)S(=O)(=O)C)=O